C(N)(=N)N1CC(=CC1)C1=CC=C(C=C1)NC(C1=CC=C(C(=O)NC2=CC=C(C=C2)CNC(=N)N)C=C1)=O N-[4-(1-carbamimidoyl-2,5-dihydro-1H-pyrrol-3-yl)-phenyl]-N'-(4-guanidinomethyl-phenyl)-terephthalamide